N1C=CC=2C1=NC=C(C2)C=2C=C1CCOCC1=C(C2)[C@H]2NCCC2 (S)-2-(6-(1H-pyrrolo[2,3-b]pyridin-5-yl)isochroman-8-yl)pyrrolidine